3,4-diphenylisoquinoline C1(=CC=CC=C1)C=1N=CC2=CC=CC=C2C1C1=CC=CC=C1